C(C)(C)C1C(=NCC(=N1)OC)OC 3-isopropyl-2,5-dimethoxy-3,6-dihydropyrazine